OC1=CC=C(C=C1)CCC(=O)ON1C(C(CC1=O)S(=O)(=O)[O-])=O.[Na+] sodium 1-((3-(4-hydroxyphenyl) propionyl) oxy)-2,5-dioxopyrrolidine-3-sulfonate